tert-butyl 4-((1-(2-(2,6-dioxopiperidin-3-yl)-1,3-dioxoisoindolin-5-yl)azetidin-3-yl)methyl)piperidine-1-carboxylate O=C1NC(CCC1N1C(C2=CC=C(C=C2C1=O)N1CC(C1)CC1CCN(CC1)C(=O)OC(C)(C)C)=O)=O